C(C)(C)(C)N1C2=NC(=NC(=C2N=C1)NC=1C(=NN(C1)CCCCCNC(OC(C)(C)C)=O)OC)F tert-butyl N-[5-[4-[(9-tert-butyl-2-fluoro-purin-6-yl)amino]-3-methoxy-pyrazol-1-yl]pentyl]carbamate